4-[7-bromo-8-fluoro-2-[[(6S)-5-methyl-5-azaspiro[2.4]hept-6-yl]methoxy]-6-(trifluoromethyl)quinazolin-4-yl]-2,5-dimethyl-piperazine-1-carboxylic acid tert-butyl ester C(C)(C)(C)OC(=O)N1C(CN(C(C1)C)C1=NC(=NC2=C(C(=C(C=C12)C(F)(F)F)Br)F)OC[C@H]1N(CC2(CC2)C1)C)C